C(C)(C)(C)OC(=O)NC1(CCOCC1)C(=O)O 4-((((tert-butoxycarbonyl))amino))tetrahydro-2H-pyran-4-carboxylic acid